CC1([C@H](C1)C(=O)N1CC2(C1)CN(C[C@H]2CO)C(=O)C2=CN=CS2)C ((S)-2-((s)-2,2-dimethylcyclopropane-1-carbonyl)-8-(hydroxymethyl)-2,6-diazaspiro[3.4]octan-6-yl)(thiazol-5-yl)methanone